NC1=C2N=CN(C2=NC=N1)C[C@@H](C)OCP(OCCCSCCCCCCCCCCC#CC=1SC=CC1)(O)=O 3-((12-(thiophen-2-yl)dodec-11-yn-1-yl)thio)propyl hydrogen ((((R)-1-(6-amino-9H-purin-9-yl)propan-2-yl)oxy)methyl)phosphonate